5-(tetramethyl-1,3,2-dioxaborolan-2-yl)-2-(trifluoromethyl)pyrimidine CC1(C(OB(O1)C=1C=NC(=NC1)C(F)(F)F)(C)C)C